FC1=C(C=C(C=C1)[N+](=O)[O-])CC(=O)N(C)OC 2-(2-Fluoro-5-nitrophenyl)-N-methoxy-N-methylacetamide